C(C)(C)C1=C(C=2CCC2C=C1)NC(=O)N=[S@](=O)(N)C=1C=NN2C1OCCC2 (R)-N'-((3-isopropylbicyclo[4.2.0]octa-1(6),2,4-trien-2-yl)carbamoyl)-6,7-dihydro-5H-pyrazolo[5,1-b][1,3]oxazine-3-sulfonimidamide